N-decyl-N-(ethoxycarbonyl)alanine ethyl ester C(C)OC([C@@H](N(C(=O)OCC)CCCCCCCCCC)C)=O